C(C\C=C/CC)(=O)OC(C=CCCC)=O hexenoyl cis-3-hexenoate